OCCS(=O)(=O)CC(CCCC(C(=O)NNC)(C)C=1C=C(C=CC1)CC(C(=O)OCC)C)(C)C ethyl 3-(3-(7-((2-hydroxyethyl)sulfonyl)-2,6,6-trimethyl-1-(2-methylhydrazineyl)-1-oxoheptan-2-yl)phenyl)-2-methylpropanoate